ClC1=CC=C(CN2N=C(C=CC2=O)C=2C=CC3=C(CC(O3)(C)C)C2)C=C1 2-(4-chlorobenzyl)-6-(2,2-dimethyl-2,3-dihydrobenzofuran-5-yl)pyridazin-3(2H)-one